OC(CC=1C=NC=CC1)(P(=O)(O)O)P(O)(O)=O (1-hydroxy-1-phosphono-2-pyridin-3-yl-ethyl)phosphonic acid